diethyl-2-methoxyethylmethylammonium hydroxide [OH-].C(C)[N+](C)(CCOC)CC